FC(C=1C(=NC=C(C1)C(F)(F)F)CC(=O)N1[C@@H]([C@@H](CC1)C1CCS(CC1)(=O)=O)C1=C(C(=CC=C1)OC([2H])([2H])[2H])C)(F)F 2-[3,5-Bis(trifluoromethyl)-2-pyridyl]-1-[(2S,3S)-3-(1,1-dioxothian-4-yl)-2-[2-methyl-3-(trideuteriomethoxy)phenyl]pyrrolidin-1-yl]ethanone